OCC=1C(=NC=CC1NC(OC(C)(C)C)=O)C1CCOCC1 tert-Butyl [3-(hydroxymethyl)-2-(tetrahydro-2H-pyran-4-yl)pyridin-4-yl]carbamate